2-fluoro-5-methoxy-N-(7-methyl-7-azaspiro[3.5]nonan-2-yl)-4-((4-(2-(methylcarbamoyl)phenoxy)-5-(trifluoromethyl)pyrimidin-2-yl)amino)benzamide FC1=C(C(=O)NC2CC3(C2)CCN(CC3)C)C=C(C(=C1)NC1=NC=C(C(=N1)OC1=C(C=CC=C1)C(NC)=O)C(F)(F)F)OC